N-(cis-2-(((cis-4-(2-methoxyphenyl)cyclohexyl)oxy)methyl)piperidin-3-yl)methanesulfonamide COC1=C(C=CC=C1)[C@H]1CC[C@H](CC1)OC[C@@H]1NCCC[C@@H]1NS(=O)(=O)C